[S-]C#N.[N+](=O)([O-])C=1C=C(C(=NC1)C1=NC=CC=N1)C(F)(F)F 2-(5-nitro-3-(trifluoromethyl)pyridin-2-yl)pyrimidine thiocyanate